pentylenediamine adipate salt C(CCCCC(=O)O)(=O)O.C(CCCCN)N